CN(C(=S)[C@@H]1C[C@H](CN1)OCC=1C=C(C=CC1)S(=O)(=O)O)C 3-([(3R,5S)-5-(dimethylcarbamothioyl)pyrrolidin-3-yl]oxymethyl)benzene-1-sulfonic acid